2-[(2E)-2-(aminomethyl)-3-fluoroprop-2-en-1-yl]-4-{5-[3-(4H-1,2,4-triazol-3-yl)phenyl]-1,3-thiazol-2-yl}-2,4-dihydro-3H-1,2,4-triazol-3-one NC/C(/CN1N=CN(C1=O)C=1SC(=CN1)C1=CC(=CC=C1)C1=NN=CN1)=C\F